FC1=C(C=CC(=C1)C(F)(F)F)CO (2-fluoro-4-(trifluoromethyl)phenyl)methanol